N-[(S)-(2,3,4,5,6-pentafluorophenoxy) phenoxyphosphoryl]-isopropyl-L-alaninate FC1=C(O[P@@](=O)(OC2=CC=CC=C2)N([C@@H](C)C(=O)[O-])C(C)C)C(=C(C(=C1F)F)F)F